BrC1=C2CCN(CC2=CC(=C1)NC=1N=NC(=C(N1)NC1=CC(=CC=C1)F)C(=O)N)C ((5-bromo-2-methyl-1,2,3,4-tetrahydroisoquinolin-7-yl)amino)-5-((3-fluorophenyl)amino)-1,2,4-triazine-6-carboxamide